C1(=CC=CC=C1)S(=O)(=O)N1[C@H]2[C@@H](O[C@@](C1)([C@H]2O[Si](C)(C)C)COC(C2=CC=CC=C2)(C2=CC=C(C=C2)OC)C2=CC=C(C=C2)OC)N2C(N=C(C(=C2)C)NC(C2=CC=CC=C2)=O)=O N-[1-[(1R,3R,4R,7S)-5-(benzenesulfonyl)-1-[[bis(4-methoxyphenyl)-phenylmethoxy]methyl]-7-trimethylsiloxy-2-oxa-5-azabicyclo[2.2.1]heptan-3-yl]-5-methyl-2-oxo-pyrimidin-4-yl]benzamide